2,2-bis(2-thienyl)propane 3-((4,4-bis(octyloxy)butanoyl)oxy)-2-((((2-phenyl-3-(pyrrolidin-1-yl)propoxy)carbonyl)oxy)methyl)propyl-(9Z,12Z)-octadeca-9,12-dienoate C(CCCCCCC)OC(CCC(=O)OCC(COC(CCCCCCC\C=C/C\C=C/CCCCC)=O)COC(=O)OCC(CN1CCCC1)C1=CC=CC=C1)OCCCCCCCC.S1C(=CC=C1)C(C)(C)C=1SC=CC1